C1(CC1)C=1N=NN(C1)[C@H](C(=O)N1[C@@H](C[C@H](C1)O)C(=O)NC1CC(C1)C=1OC(=NN1)C)C(C)(C)C (2S,4r)-1-[(2S)-2-(4-cyclopropyl-triazol-1-yl)-3,3-dimethyl-butyryl]-4-hydroxy-N-[3-(5-methyl-1,3,4-oxadiazol-2-yl)cyclobutyl]pyrrolidine-2-carboxamide